N-[[(3R)-4-(6-chloropyridazin-3-yl)morpholin-3-yl]methyl]acetamide ClC1=CC=C(N=N1)N1[C@@H](COCC1)CNC(C)=O